6-Chloro-1,2,3,4-tetrahydronaphthalene-1-acetaldehyde ClC=1C=C2CCCC(C2=CC1)CC=O